C1(=CC=CC=C1)C[SiH](OC)OC Phenylmethyl-dimethoxysilan